C(C)(C)(C)OC(=O)C1CCN(CC1)C1=C2CCNC2=CC=C1.Cl[Si](C)(C)C1C=C(C2=CC=CC=C12)CC(CCCC)CC Chloro(3-(2-ethylhexyl)-1H-inden-1-yl)dimethylsilane tert-butyl-1-indolin-4-ylpiperidine-4-carboxylate